ClC1=NC=C(C(=N1)C=1C=C2C=C(C=NC2=C(C1)F)C1(CCC1)O)Cl 1-(6-(2,5-dichloropyrimidin-4-yl)-8-fluoroquinolin-3-yl)cyclobutan-1-ol